4,12-dibutyl-2-(trifluoromethyl)-1,7,9,15-tetraoxa-4,12-diaza-8-stannaspiro[7.7]pentadecane C(CCC)N1CC(O[Sn]2(OCC1)OCCN(CCO2)CCCC)C(F)(F)F